(S)-N-ethyl-6-(3-methyl-1H-pyrrolo[2,3-b]pyridin-5-yl)-8-(pyrrolidin-2-yl)-3,4-Dihydroisoquinoline-2(1H)-carboxamide C(C)NC(=O)N1CC2=C(C=C(C=C2CC1)C=1C=C2C(=NC1)NC=C2C)[C@H]2NCCC2